Tetrabutylphosphonium bis(trifluoromethylsulfonyl)imid [N-](S(=O)(=O)C(F)(F)F)S(=O)(=O)C(F)(F)F.C(CCC)[P+](CCCC)(CCCC)CCCC